1-(4-(aminomethyl)piperidin-1-yl)-2-(3-isopropyl-2-(2-methylpyridin-4-yl)-1H-indol-5-yl)propan-1-one Methyl-pent-4-ynoate COC(CCC#C)=O.NCC1CCN(CC1)C(C(C)C=1C=C2C(=C(NC2=CC1)C1=CC(=NC=C1)C)C(C)C)=O